(S)-N-(4-amino-1-(3-(dimethylamino)phenyl)-4-oxobutyl)-5-(4-(trifluoromethyl)phenyl)-3,4-dihydroisoquinoline-2(1H)-carboxamide NC(CC[C@@H](C1=CC(=CC=C1)N(C)C)NC(=O)N1CC2=CC=CC(=C2CC1)C1=CC=C(C=C1)C(F)(F)F)=O